CN(CCN(C1=C(C=C(C(=C1)OC)NC1=NC=C(C(=N1)C1=CN(C2=CC=CC=C12)C)P(=O)(C)C)NC(C=C)=O)C)C N-(2-((2-(Dimethylamino)ethyl)(methyl)amino)-5-((5-(dimethylphosphoryl)-4-(1-methyl-1H-indol-3-yl)pyrimidin-2-yl)amino)-4-methoxyphenyl)acrylamide